4-(1-(2,6-Dioxopiperidin-3-yl)-3-methyl-2-oxo-2,3-dihydro-1H-benzo[d]imidazol-5-yl)-[1,4'-bipiperidin]-1'-carboxylic acid tert-butyl ester C(C)(C)(C)OC(=O)N1CCC(CC1)N1CCC(CC1)C1=CC2=C(N(C(N2C)=O)C2C(NC(CC2)=O)=O)C=C1